RAC-(3R)-3-{4-[4-(6-{1-[6-(2-HYDROXYPHENYL)PYRIDAZIN-4-YL]-4-PHENYLPIPERIDINE-4-CARBONYL}-6-AZASPIRO[3.4]OCTANE-2-CARBONYL)PIPERAZIN-1-YL]PHENYL}PIPERIDINE-2,6-DIONE OC1=C(C=CC=C1)C1=CC(=CN=N1)N1CCC(CC1)(C(=O)N1CC2(CC(C2)C(=O)N2CCN(CC2)C2=CC=C(C=C2)[C@@H]2C(NC(CC2)=O)=O)CC1)C1=CC=CC=C1 |r|